2-Methyl-6-(4'-Methyl-[1,1'-Biphenyl]-4-yl)-1H-benzo[d]Imidazole CC1=NC2=C(N1)C=C(C=C2)C2=CC=C(C=C2)C2=CC=C(C=C2)C